N-[(oxetan-3-yl)methyl]-3-[(6-phenylpyridazin-3-yl)amino]benzamide O1CC(C1)CNC(C1=CC(=CC=C1)NC=1N=NC(=CC1)C1=CC=CC=C1)=O